BrC=1C=NN2C1N=C(N=C2NCC2=NC1=C(N2COCC[Si](C)(C)C)C=CC=C1)SC 2-({[8-bromo-2-(methylsulfanyl)pyrazolo[1,5-a][1,3,5]triazin-4-yl]amino}methyl)-1-{[2-(trimethylsilyl)ethoxy]methyl}-1H-benzimidazol